FC=1C=C(OCCCC2CCN(CC2)C2=NOC(=N2)C(C)C)C=C(C1C=1OC(=NN1)C(C)C)F 3-(4-(3-(3,5-difluoro-4-(5-isopropyl-1,3,4-oxadiazole-2-yl)phenoxy)propyl)piperidine-1-yl)-5-isopropyl-1,2,4-oxadiazole